5-[(2S)-3-amino-2-(dimethylamino)propyl]-4-methyl-2,3-dihydro-1H-indol-2-one NC[C@H](CC=1C(=C2CC(NC2=CC1)=O)C)N(C)C